CN(C1=NC(=NC(=N1)S)S)C1=CC=CC=C1 6-(methylphenylamino)-1,3,5-triazine-2,4-dithiol